CC=1C=C(C=CC1OC1=CC2=C(N(C=N2)C)C=C1)NC=1C2=C(N=CN1)C=CC(=N2)C=CC2CN(CCC2)C(C=C)=O 1-(3-(2-(4-((3-methyl-4-((1-methyl-1H-benzo[d]imidazol-5-yl)oxy)phenyl)amino)pyrido[3,2-d]pyrimidin-6-yl)vinyl)piperidin-1-yl)prop-2-en-1-one